5-chloro-3-[6-[(3S,5R)-3,5-dimethylpiperazin-1-yl]-5-fluoro-2-pyridyl]pyrazolo[1,5-a]pyridine ClC1=CC=2N(C=C1)N=CC2C2=NC(=C(C=C2)F)N2C[C@@H](N[C@@H](C2)C)C